C(C)C1=CC=C(C=C1)C=CC(=O)NC1=C(C(=NN1)C1=CC=NC=C1)C 3-(4-ethylphenyl)-N-(4-methyl-3-(pyridin-4-yl)-1H-pyrazol-5-yl)propenamide